tert-butyl (Z)-2-(3-chloro-5-(pyrimidin-2-yl)phenyl)-2-(3-chloro-N-cyclopropylacrylamido)acetate ClC=1C=C(C=C(C1)C1=NC=CC=N1)C(C(=O)OC(C)(C)C)N(C(\C=C/Cl)=O)C1CC1